methanesulfonic acid [2-[4-(5-tert-butyl-1,2,4-oxadiazol-3-yl) benzoyl]-2-azaspiro[3.3]heptane-6-yl] ester C(C)(C)(C)C1=NC(=NO1)C1=CC=C(C(=O)N2CC3(C2)CC(C3)OS(=O)(=O)C)C=C1